OC1CN(C1)C(=O)O[C@@H]1CC[C@H](CC1)C(N(C[C@@H]1CC[C@H](CC1)C1=CC(=C(C=C1)OC)C)C1=NC=CC(=C1)C1=CN=C(S1)C(C)(C)C)=O trans-4-((4-(2-(tert-Butyl)thiazol-5-yl)pyridin-2-yl)(((trans)-4-(4-methoxy-3-methylphenyl)cyclohexyl)methyl) carbamoyl)cyclohexyl 3-hydroxyazetidine-1-carboxylate